ClC1=CC=C2C(=CN(C2=C1)CC)S(=O)(=O)NC1=C(C=C(C(=C1)F)OC(F)F)F 6-chloro-N-[4-(difluoromethoxy)-2,5-difluorophenyl]-1-ethylindole-3-sulfonamide